C1(CC1)C=1C=2N(N=C(C1)C=1C(NC(NC1)=O)=O)C=C(N2)C 5-(8-cyclopropyl-2-methyl-imidazo[1,2-b]pyridazin-6-yl)-1H-pyrimidine-2,4-dione